C(C)(C)(C)OC(=O)NC(C(=O)OCC)C(=O)OCC diethyl 2-((tert-butoxycarbonyl)amino)malonate